ClCC=1OC2=C(N1)C=C(C=C2)C(F)(F)F 2-(chloromethyl)-5-(trifluoromethyl)benzo[d]oxazole